N[C@H]1[C@H](N(C1)C(=O)OC(C)(C)C)C tert-butyl (2R,3R)-3-amino-2-methylazetidine-1-carboxylate